OCC(CO)NC1=NC=2N(C(=N1)NCC1=CC=C(C=C1)NC(CC)=O)N=CC2C(C)C N-(4-(((2-((1,3-dihydroxypropan-2-yl)amino)-8-isopropylpyrazolo[1,5-a][1,3,5]triazin-4-yl)amino)methyl)phenyl)propanamide